C1(CCCCC1)(C1=CC(=C(C=C1)O)C)C1=CC(=C(C=C1)O)C 4,4'-cyclohexylidenebis(2-methylphenol)